2-(6-bromo-2-(chloromethyl)-3H-imidazo[4,5-c]pyridin-3-yl)ethan-1-ol BrC1=CC2=C(C=N1)N(C(=N2)CCl)CCO